NC1=NC(=C2C(=N1)N(N=C2)CC2=CC(=C(C=C2)N)C(F)(F)F)C2=C(C#N)C=CC=C2 (6-amino-1-(4-amino-3-(trifluoromethyl)benzyl)-1H-pyrazolo[3,4-d]pyrimidin-4-yl)benzonitrile